tert-butyl (R)-4-(2-amino-3-hydroxypropylidene)piperidine-1-carboxylate N[C@H](C=C1CCN(CC1)C(=O)OC(C)(C)C)CO